C(CCCCCCCCCCCC(=O)N)CCCCCCCCCCCC(=O)N methylenebis(lauramide)